4-(4-{[1-(4-chlorophenyl)-3-oxo-2-azaspiro[3.4]oct-2-yl]methyl}piperidin-1-yl)-2-(1H-pyrrolo[2,3-b]pyridin-5-yloxy)benzoic acid ClC1=CC=C(C=C1)C1N(C(C12CCCC2)=O)CC2CCN(CC2)C2=CC(=C(C(=O)O)C=C2)OC=2C=C1C(=NC2)NC=C1